1-(6-{[(1S)-5-[2-(2-aminopyridin-3-yl)-5-(pyrazol-1-yl)imidazo[4,5-b]pyridin-3-yl]-2,3-dihydro-1H-inden-1-yl]amino}-2-azaspiro[3.3]heptan-2-yl)prop-2-en-1-one NC1=NC=CC=C1C1=NC=2C(=NC(=CC2)N2N=CC=C2)N1C=1C=C2CC[C@@H](C2=CC1)NC1CC2(CN(C2)C(C=C)=O)C1